4-hexyl-5-methylimidazolidin-2-one C(CCCCC)C1NC(NC1C)=O